2-(1H-indol-3-yl)-2-(4-(trifluoromethoxy)phenyl)indol-3-one N1C=C(C2=CC=CC=C12)C1(NC2=CC=CC=C2C1=O)C1=CC=C(C=C1)OC(F)(F)F